ClC1=CC=C(C=C1)[C@](CC1=NOC(=N1)CN1C(NC(C(=C1)C)=O)=O)([2H])O ({3-[(2R)-2-(4-chlorophenyl)-2-hydroxy(2-2H)ethyl]-1,2,4-oxadiazol-5-yl}methyl)-5-methyl-1H-pyrimidine-2,4-dione